FC1(CN(CC1)CC1(NC(NC1=O)=O)CC(C(=O)OC(C)(C)C)C)F tert-butyl 3-[4-[(3,3-difluoropyrrolidin-1-yl)methyl]-2,5-dioxo-imidazolidin-4-yl]-2-methyl-propanoate